FC(C1=NC(=NO1)C1=CC2=C(C(CO2)NC(=O)C2=CC(=NN2C)C)C=C1)F N-(6-(5-(difluoromethyl)-1,2,4-oxadiazol-3-yl)-2,3-dihydrobenzofuran-3-yl)-1,3-dimethyl-1H-pyrazole-5-carboxamide